6,7-dideuterio-1,5-bis(hydroxymethyl)-8-oxabicyclo[3.2.1]oct-2-en [2H]C1C2(CC=CC(C1[2H])(O2)CO)CO